CC=1N=NN(N1)CCCCC[Si](OCC)(OCC)OCC 5-methyl-2-[5-(triethoxysilyl)pentyl]-2H-tetrazole